[3-(Methacryloylamino)propyl](3-sulfonatopropyl)dimethylamine C(C(=C)C)(=O)NCCCCN(C)CCCS(=O)(=O)[O-]